2-oxopropane-1,3-diyl bis(4-cyclohexylbutanoate) C1(CCCCC1)CCCC(=O)OCC(COC(CCCC1CCCCC1)=O)=O